4-[4-(4-acetylphenoxymethyl)pyridin-2-yl]-2-methylbenzamide hydrochloride Cl.C(C)(=O)C1=CC=C(OCC2=CC(=NC=C2)C2=CC(=C(C(=O)N)C=C2)C)C=C1